FC(C)(C)C1=NC(=CC(=N1)C1=CN(C2=CN=C(C=C21)NC(C)=O)C)C N-(3-(2-(2-fluoropropan-2-yl)-6-methylpyrimidin-4-yl)-1-methyl-1H-pyrrolo[2,3-c]pyridin-5-yl)acetamide